5-(4-cyclopropyl-6-methoxypyrimidin-5-yl)-N-(4-(1-isopropyl-4-(trifluoromethyl)-1H-imidazol-2-yl)benzyl)-[1,2,4]triazolo[1,5-a][1,3,5]triazin-7-amine C1(CC1)C1=NC=NC(=C1C1=NC=2N(C(=N1)NCC1=CC=C(C=C1)C=1N(C=C(N1)C(F)(F)F)C(C)C)N=CN2)OC